NN1CCN(CC1)N 1,4-diaminopiperazine